octyldi(n-butyl)ammonium tetrakis(pentafluorophenyl)borate FC1=C(C(=C(C(=C1[B-](C1=C(C(=C(C(=C1F)F)F)F)F)(C1=C(C(=C(C(=C1F)F)F)F)F)C1=C(C(=C(C(=C1F)F)F)F)F)F)F)F)F.C(CCCCCCC)[NH+](CCCC)CCCC